(S)-3-(p-fluorophenyl)-1-(4-{m-[6-(hydroxymethyl)-3-pyridyl]phenyl}-1-piperidyl)-2-methyl-1-propanone FC1=CC=C(C=C1)C[C@@H](C(=O)N1CCC(CC1)C1=CC(=CC=C1)C=1C=NC(=CC1)CO)C